Cl.C1NCCC2=CC=C(C=C12)C=1C(=NC=CC1)C(=O)N (1,2,3,4-tetrahydroisoquinolin-7-yl)pyridine-2-carboxamide hydrochloride